FC1(CN(CC=C1C1=CC=C(C=C1)[N+](=O)[O-])C(=O)OC(C)(C)C)F tert-butyl 3,3-difluoro-4-(4-nitrophenyl)-2,6-dihydropyridine-1-carboxylate